2-[[5-bromo-2-[4-[2-[2-[2-[2-[2-(3-methoxy-4-nitro-pyrazol-1-yl)ethoxy]ethoxy]ethoxy]ethoxy]ethylsulfamoyl]anilino]pyrimidin-4-yl]amino]-6-fluoro-benzamide ammonium chloride [Cl-].[NH4+].BrC=1C(=NC(=NC1)NC1=CC=C(C=C1)S(NCCOCCOCCOCCOCCN1N=C(C(=C1)[N+](=O)[O-])OC)(=O)=O)NC1=C(C(=O)N)C(=CC=C1)F